2-(2-(7-chloro-6-(2'-hydroxy-[1,1'-biphenyl]-4-yl)-2-oxo-1,2-dihydroquinolin-3-yl)phenyl)acetic acid ethyl ester C(C)OC(CC1=C(C=CC=C1)C=1C(NC2=CC(=C(C=C2C1)C1=CC=C(C=C1)C1=C(C=CC=C1)O)Cl)=O)=O